S(=O)(=O)([O-])[O-].[Ca+2].O=C1C(O)=C(O)[C@H](O1)[C@@H](O)CO L-ascorbic acid calcium sulfate